NC=1N([C@H]2[C@H](O)[C@H](O)[C@@H](CO)O2)C=2N=C(NC(C2N1)=O)N 8-aminoguanosine